BrC1=CC(=C(C=C1)[C@@H](C)NC(OC(C)(C)C)=O)F tert-butyl (R)-(1-(4-bromo-2-fluorophenyl)ethyl)carbamate